F[C@@H]1C(NC(C[C@@H]1N1CCC2=C1N=NC(=C2)C2=CC1=C(N=C(O1)C)C=C2O)(C)C)(C)C 6-{7-[(3S,4S)-3-fluoro-2,2,6,6-tetramethylpiperidin-4-yl]-6,7-dihydro-5H-pyrrolo[2,3-c]pyridazin-3-yl}-2-methyl-1,3-benzoxazol-5-ol